1,3-bis(tert-butyl)-2,2,4-trichloro-cyclodisilazane C(C)(C)(C)N1[Si](N([SiH]1Cl)C(C)(C)C)(Cl)Cl